C(C)(C)(C)C1=CC=CC2=C(C3=CC=CC=C3C(=C12)C1=CC2=CC=CC=C2C=C1)C1=CC2=CC=CC=C2C=C1 tert-butyl-9,10-di(naphthalen-2-yl)anthracene